COC(CCC=1N=C(N(C1)C1=CC=CC=C1)NC(C1=CC(=CC=C1)C=1C=NNC1)=O)=O 3-(2-(3-(1H-pyrazol-4-yl)benzoylamino)-1-phenyl-1H-imidazol-4-yl)propionic acid methyl ester